C(C)(C)(C)OC(=O)N(C1CC(NC1)C(=O)O)CCC1=CC=CC=C1 4-((tert-butoxycarbonyl)(phenethyl)amino)pyrrolidine-2-carboxylic acid